Cl.CC1=C(C(=O)NC2=C(C=C(C=C2)S(NC(C)C2CCNCC2)(=O)=O)C)C=CC=C1 2-methyl-N-(2-methyl-4-(N-(1-(piperidin-4-yl)ethyl)sulfamoyl)phenyl)benzamide hydrochloride